Cl.Cl.NCC(C(=O)O)([C@@H]1CNCC1)CC=1C=C(C=CC1)C1=CC=CC=C1 3-Amino-2-(biphenyl-3-ylmethyl)-2-[(3R)-pyrrolidin-3-yl]propionic acid dihydrochloride